4-(4-((1R,5S)-3,8-diazabicyclo[3.2.1]octan-3-yl)-2-(((S)-1-methylpyrrolidin-2-yl)methoxy)-5,8-dihydropyrido[3,4-d]pyrimidin-7(6H)-yl)-1-methylnaphthalen-2-ol [C@H]12CN(C[C@H](CC1)N2)C=2C1=C(N=C(N2)OC[C@H]2N(CCC2)C)CN(CC1)C1=CC(=C(C2=CC=CC=C12)C)O